BrC=1C(=C(C=NC1)NC1=CC=NC(=C1C(=O)NC1=CC=C(C=C1)N1CCN(CC1)C)OC)C 4-((5-Bromo-4-methylpyridin-3-yl)amino)-2-methoxy-N-(4-(4-methylpiperazin-1-yl)phenyl)nicotinamide